N-(3-methyl-1-(pyridin-2-yl)-1H-pyrazol-5-yl)thieno[3,2-d]pyrimidin-4-amine CC1=NN(C(=C1)NC=1C2=C(N=CN1)C=CS2)C2=NC=CC=C2